3-(hydroxymethyl)-4-methyl-5-oxopiperazine-1-carboxylic acid benzyl ester C(C1=CC=CC=C1)OC(=O)N1CC(N(C(C1)=O)C)CO